OCC(C(=O)N(C)C)OC1=CC=C2C(=CC(OC2=C1)=O)C1=C(C=CC=C1)C 3-hydroxy-N,N-dimethyl-2-((2-oxo-4-(o-tolyl)-2H-chromen-7-yl)oxy)propanamide